FC=1C=C(C(=O)OC)C=C(C1)C1(CC1)C(F)(F)F methyl 3-fluoro-5-(1-(trifluoromethyl)cyclopropyl)benzoate